CC1=CC=C(C=C1)S(=O)(=O)OCC1C(C1)CNC(=O)OC(C)(C)C (2-(((tert-butoxycarbonyl)amino)methyl)cyclopropyl)methyl 4-methylbenzenesulfonate